FC=1C=C(C=C(C1)OCC(C)C)C1=CC=C(C(=N1)N1C(C[C@@H](C1)C)(C)C)C(=O)NS(=O)(=O)C1=CC(=CC=C1)OC 6-(3-Fluoro-5-isobutoxyphenyl)-N-(3-methoxyphenyl)sulfonyl-2-[(4S)-2,2,4-trimethylpyrrolidin-1-yl]pyridin-3-carboxamid